C(C)(C)(C)OC(=O)NC=1N=C(C2=C(C(=CC=C2C1)F)CCCO[C@H]1CN(CCCC1)C(=O)OC(C)(C)C)O tert-butyl (R)-3-(3-(3-((tert-butoxycarbonyl)amino)-7-fluoro-1-hydroxyisoquinolin-8-yl)propoxy)azepane-1-carboxylate